4,5a-epoxy-3,14-dihydroxy-17-(2-propenyl)morphinan-6-one OC=1C=CC=2C[C@@H]3[C@@]4(CCC([C@H]5[C@@]4(C2C1O5)CCN3CC=C)=O)O